NC1=C(C=C(C=C1)O)[N+](=O)[O-] 2-amino-5-hydroxynitrobenzene